3-(dodecenyl)dihydro-2,5-furandione CCCCCCCCCCC=CC1CC(=O)OC1=O